1-tert-butyl 2-methyl (CIS)-3-[[(4-methoxyphenyl)-methyl]amino]pyrrolidine-1,2-dicarboxylate COC1=CC=C(C=C1)CN[C@@H]1[C@@H](N(CC1)C(=O)OC(C)(C)C)C(=O)OC